C1(=CC=CC=C1)C1=NC(=NC(=N1)C1=CC=CC=C1)C1=CC(=CC=C1)C=1C2=CC=CC=C2C(=C2C=CC=CC12)C1=CC=NC=C1 2,4-diphenyl-6-(3-(10-(pyridin-4-yl)anthracen-9-yl)phenyl)-1,3,5-triazine